C(CC(C)C)C1=NOC(=N1)CC1=C(N=NN1C)C1=CC=C(C(=N1)C)O[C@@H]1C[C@H](CCC1)C(=O)OC Methyl (1S,3S)-3-((6-(5-((3-isopentyl-1,2,4-oxadiazol-5-yl)methyl)-1-methyl-1H-1,2,3-triazol-4-yl)-2-methylpyridin-3-yl)oxy)cyclohexane-1-carboxylate